CN1C(CC2=CC=CC=C12)=O 1-methyl-2-oxo-indolin